5-((4-(2-chloro-6,7-dihydrothieno[3,2-d]pyrimidin-4-yl)piperazin-1-yl)methyl)-2-(2,4-dioxotetrahydropyrimidin-1(2H)-yl)isoindoline-1,3-dione ClC=1N=C(C2=C(N1)CCS2)N2CCN(CC2)CC=2C=C1C(N(C(C1=CC2)=O)N2C(NC(CC2)=O)=O)=O